methyl 1-(5-((2-chlorophenyl)ethynyl)-2,3-dihydro-1H-inden-1-yl)piperidine-4-carboxylate ClC1=C(C=CC=C1)C#CC=1C=C2CCC(C2=CC1)N1CCC(CC1)C(=O)OC